(5S)-8-chloro-1-[trans-4-(pyridin-2-yloxy)cyclohexyl]-5,6-dihydro-4H-[1,2,4]triazolo[4,3-a][1]benzazepin-5-amine ClC=1C=CC2=C(C[C@@H](CC=3N2C(=NN3)[C@@H]3CC[C@H](CC3)OC3=NC=CC=C3)N)C1